C(C=1C(C(=O)OCC(C)C)=CC=CC1)(=O)OCC(C)C Diisobutyl phthalate